Acetic acid (Z)-3-hepten-1-yl ester C(C\C=C/CCC)OC(C)=O